Triaconta-22,25-dienoic acid C(CCCCCCCCCCCCCCCCCCCCC=CCC=CCCCC)(=O)O